tert-butyl N-[[4-[[2-(tert-butoxycarbonylamino)-5-pyridazin-3-yl-phenyl]carbamoyl]phenyl]-methyl-oxo-sulfanylidene]carbamate C(C)(C)(C)OC(=O)NC1=C(C=C(C=C1)C=1N=NC=CC1)NC(=O)C1=CC=C(C=C1)S(=NC(OC(C)(C)C)=O)(=O)C